OC1(C(CCC(C1)C)C(C)C)C(=O)NCC(C(F)(F)F)(C1=CC=CC=C1)O 1-hydroxy-2-isopropyl-5-methyl-N-((3RS)-3,3,3-trifluoro-2-hydroxy-2-phenylpropyl)cyclohexane-1-carboxamide